(R) and (S)-4-((tert-butyldiphenylsilyl)oxy)dihydrofuran-3(2H)-one [Si](C1=CC=CC=C1)(C1=CC=CC=C1)(C(C)(C)C)O[C@H]1C(COC1)=O |r|